1,10-dodecandiol C(CCCCCCCCC(CC)O)O